1-[4-[4-(2-Hydroxy-2-methyl-propionyl)-benzyl]phenyl]-2-Methyl-Propane-1-one OC(C(=O)C1=CC=C(CC2=CC=C(C=C2)C(C(C)C)=O)C=C1)(C)C